2-(6-(5-chloro-1-((5-cyclopropylpyridin-2-yl)methyl)-1H-Indazole-7-carboxamido)spiro[3.3]hept-2-yl)acetic acid ClC=1C=C2C=NN(C2=C(C1)C(=O)NC1CC2(CC(C2)CC(=O)O)C1)CC1=NC=C(C=C1)C1CC1